ClC=1C(=NC(=NC1C1=C2C=NN(C2=CC=C1C)C1OCCCC1)C=1C(=NC=CC1)NC1=NC(=CC=C1F)F)C(=O)OC methyl 5-chloro-2-[2-[(3,6-difluoro-2-pyridyl)amino]-3-pyridyl]-6-(5-methyl-1-tetrahydropyran-2-yl-indazol-4-yl)pyrimidine-4-carboxylate